O=C1NC(CCC1C1=NN(C2=CC(=CC=C12)CC=O)C)=O 2-(3-(2,6-dioxopiperidin-3-yl)-1-methyl-1H-indazol-6-yl)acetaldehyde